C(#N)C=1N(C2=C(C=CC(=C2C1)OC)F)CCNC1=CC(=NC=N1)C1=CC(=C(C=C1)CC(=O)O)OCCC (4-{6-[2-(2-Cyano-7-fluoro-4-methoxy-indol-1-yl)-ethylamino]-pyrimidin-4-yl}-2-propoxy-phenyl)-acetic acid